FC=1C=C(C=C(C1)F)C=1C(=NC=C(C1N1C[C@H](CC1)N)C(=O)N1CCCCC1)OC (3S)-1-[3-(3,5-difluorophenyl)-2-methoxy-5-(piperidine-1-carbonyl)pyridin-4-yl]pyrrolidin-3-amine